OCC1CC=CC=C1 1-(hydroxymethyl)-1H-benzol